BrC=1C(=NC=C(C1)F)N1N=CC(=C1C(F)(F)F)C(=O)O 1-(3-bromo-5-fluoro-pyridin-2-yl)-5-trifluoromethyl-1H-pyrazole-4-carboxylic acid